3-vinyl-N-[(1R,2R)-2-hydroxycyclohexyl]-4-methylbenzamide C(=C)C=1C=C(C(=O)N[C@H]2[C@@H](CCCC2)O)C=CC1C